C(C)N1C2=C(OCC1=O)C=C(C(=C2)C(=O)N)[N+](=O)[O-] 4-ethyl-7-nitro-3-oxo-3,4-dihydro-2H-benzo[b][1,4]Oxazine-6-carboxamide